N4-(5-chloro-4-(7-fluoro-1H-indol-3-yl)pyrimidin-2-yl)-N-(2-(dimethylamino)ethyl)-N1-methyl-2-nitrobenzene-1,4-diamine ClC=1C(=NC(=NC1)NC1=CC(=C(C=C1)N(C)CCN(C)C)[N+](=O)[O-])C1=CNC2=C(C=CC=C12)F